FC=1C(NC(N(C1)[C@@H]1O[C@@H]([C@H]([C@@H]1F)OC(C1=CC=CC=C1)(C1=CC=CC=C1)C1=CC=C(C=C1)OC)CO)=O)=O 5-fluoro-1-((2R,3S,4R,5R)-3-fluoro-5-(hydroxymethyl)-4-((4-methoxyphenyl)diphenylmethoxy)tetrahydrofuran-2-yl)pyrimidine-2,4(1H,3H)-dione